C(C)C(C(=O)N[C@H](C(=O)O)CCCCCCCC1=NC=2NCCCC2C=C1)CC (S)-2-(2-ethylbutyrylamino)-9-(5,6,7,8-tetrahydro-1,8-naphthyridin-2-yl)nonanoic acid